6-fluoro-N-methyl-N-(2-azaspiro[3.3]heptan-6-yl)quinolin-4-amine hydrochloride Cl.FC=1C=C2C(=CC=NC2=CC1)N(C1CC2(CNC2)C1)C